C(C)NC(CNC1CCC1)=O (R)-N-ethylcyclobutyl-glycinamide